CNC(=O)C1=NC=C(C=C1)OC1=NC(=NC(=C1C)C1=C(C=CC=C1)C)NS(=O)(=O)C=1C=NN(C1)C N-methyl-5-[5-methyl-2-[(1-methylpyrazol-4-yl)sulfonylamino]-6-(o-tolyl)pyrimidin-4-yl]oxy-pyridine-2-carboxamide